2,2'-(benzylidene)bis(3-hydroxy-5,5-dimethylcyclohex-2-en-1-one) C(C1=CC=CC=C1)(C=1C(CC(CC1O)(C)C)=O)C=1C(CC(CC1O)(C)C)=O